NC=1SC=C(N1)C=1N=NN(C1)[C@@H]1[C@H]([C@@H](SC=2C(=NC=C(C2)Cl)C2=NC=CC=C2)O[C@@H]([C@@H]1O)CO)OC 5-Chloro-2-(pyridin-2-yl)-pyridin-3-yl 3-[4-(2-aminothiazol-4-yl)-1H-1,2,3-triazol-1-yl]-3-deoxy-2-O-methyl-1-thio-α-D-galactopyranoside